C(CCCCCCC)C(C(=O)N)OCC(=O)N octyl-diglycolamide